4'-cyclopropyl-5,6'-dimethoxy-[2,5'-bipyrimidine] C1(CC1)C1=NC=NC(=C1C1=NC=C(C=N1)OC)OC